CC1=CC=CC=2S(C3=CC(=CC=C3C(C12)NC(=O)C=1C(NC(=CC1)C(F)(F)F)=O)C)(=O)=O N-(1,6-dimethyl-10,10-dioxido-9H-thioxanthen-9-yl)-2-oxo-6-(trifluoromethyl)-1,2-dihydropyridine-3-carboxamide